CC(C(=O)N[C@@H]1[C@@H](CN(CC1)C)C1=CC=CC=C1)(COC1=NC=CC=C1C(F)(F)F)C 2,2-dimethyl-N-(cis-1-methyl-3-phenylpiperidin-4-yl)-3-((3-(trifluoromethyl)pyridin-2-yl)oxy)propanamide